cyanuric acid melamine salt N1=C(N)N=C(N)N=C1N.N1C(=O)NC(=O)NC1=O